8-oxabicyclo[3.2.1]octan-3-amine C12CC(CC(CC1)O2)N